2-amino-3-(4-bromobenzoyl)phenoxyacetic acid NC1=C(OCC(=O)O)C=CC=C1C(C1=CC=C(C=C1)Br)=O